ClC1=C(C(=O)NCC(=O)N[C@@H](CC(C)C)B2OC([C@@H]3CSC[C@H](C(O2)=O)N3C)=O)C=C(C=C1)Cl 2,5-dichloro-N-(2-(((R)-3-methyl-1-((1R,7S)-11-methyl-2,6-dioxo-3,5-dioxa-9-thia-11-aza-4-borabicyclo[5.3.1]undecan-4-yl)butyl)amino)-2-oxoethyl)benzamide